4-(bromomethyl)-3-chloro-1-(2,2-difluoroethyl)-5-(difluoromethyl)-1H-pyrazole BrCC=1C(=NN(C1C(F)F)CC(F)F)Cl